5-amino-1,3,4-oxadiazole-2-carboxylic acid ethyl ester C(C)OC(=O)C=1OC(=NN1)N